7-methoxy-[1,2,4]triazolo[1,5-a]pyridin-6-amine COC1=CC=2N(C=C1N)N=CN2